(S)-2-(3-(5-(1-aminoisoquinolin-5-yl)-3-((2-(2-ethoxy-2-oxoethyl)phenoxy)methyl)-2H-indazol-2-yl)pyrrolidin-1-yl)acetic acid tert-butyl ester C(C)(C)(C)OC(CN1C[C@H](CC1)N1N=C2C=CC(=CC2=C1COC1=C(C=CC=C1)CC(=O)OCC)C1=C2C=CN=C(C2=CC=C1)N)=O